OCC1CN(C1)C(=O)N1C[C@@H]2[C@@H](OCC(N2)=O)CC1 (4aR,8aS)-6-(3-(hydroxymethyl)azetidine-1-carbonyl)hexahydro-2H-pyrido[4,3-b][1,4]oxazin-3(4H)-one